C(C)(=O)N1CCN(CCC1)C=1C=NC(=CC1)NC(=NC(=O)OC(C)(C)C)NC(=O)OC(C)(C)C 1-acetyl-4-(6-(2,3-bis(tert-butoxycarbonyl)guanidino)pyridin-3-yl)-1,4-diazepane